tert-butyl N-[2-[1-(3-chloro-2-fluoro-phenyl)ethyl-cyclopropyl-amino]ethyl]carbamate ClC=1C(=C(C=CC1)C(C)N(CCNC(OC(C)(C)C)=O)C1CC1)F